C(C1=CC=CC=C1)(=O)C1=C(C=CC=C1)NC(=O)C1=CC=NC=C1 N-(benzoylphenyl)pyridine-4-carboxamide